4-(piperidin-3-ylamino)pyrido[3,2-d]pyrimidine-8-carboxamide N1CC(CCC1)NC=1C2=C(N=CN1)C(=CC=N2)C(=O)N